C(C)OC(=O)C=1N(C=C(C1)C(C(=O)OCC)=O)C 4-(2-ethoxy-2-oxoacetyl)-1-methyl-1H-pyrrole-2-carboxylic acid ethyl ester